ClC1=C(C=CC=C1S)N=S1(CCCC1)=O 1-((2-chloro-3-mercaptophenyl)imino)tetrahydro-1H-1λ6-thiophene 1-oxide